C(C)OCC(C)(C)C1=CC=C(C=C1)NC1CCC(CC1)NC(OC(C)(C)C)=O tert-butyl (4-((4-(1-ethoxy-2-methylpropan-2-yl)phenyl)amino)cyclohexyl)carbamate